C[C@H]1[C@@H](C[C@H]([C@@H](O1)OCCC(=O)CC(=O)O)O)O The molecule is an omega-hydroxy fatty acid ascaroside obtained by formal condensation of the alcoholic hydroxy group of 5-hydroxy-3-oxopentanoic acid with ascarylopyranose (the alpha anomer). It is an omega-hydroxy fatty acid ascaroside and a 3-oxo monocarboxylic acid. It is a conjugate acid of a bkos#9(1-).